CC=1C=C2C(=NC1)N(N=C2C2=CC=CC=C2)C2=CC=CC=C2 5-methyl-1,3-diphenyl-1H-pyrazolo[3,4-b]pyridine